C[C@H]1CN(C[C@@H](O1)C)C(=O)Cl (2S,6S)-2,6-dimethylmorpholine-4-carbonyl chloride